C(C(=C)C)(=O)OCC1=CC=C(C=C1)C1=CC=CC=C1 [1,1'-biphenyl]-4-ylmethyl methacrylate